(R)-1-amino-2,3-dihydro-1H-inden-5-carbonitrile hydrochloride Cl.N[C@@H]1CCC2=CC(=CC=C12)C#N